7-phenyl-1,4-thiazepane 1,1-dioxide C1(=CC=CC=C1)C1CCNCCS1(=O)=O